[Si](C)(C)(C(C)(C)C)O[C@@H]1C[C@H](N(C1)C([C@H](C(C)C)N1N=NC(=C1)C1CCC(CC1)CO)=O)C(=O)OC methyl (2S,4R)-4-((tert-butyldimethylsilyl)oxy)-1-((S)-2-(4-((1r,4s)-4-(hydroxymethyl)cyclohexyl)-1H-1,2,3-triazol-1-yl)-3-methylbutanoyl)pyrrolidine-2-carboxylate